2,4-dimethylanisolebenzonitrile CC1(C(C=CC(=C1)C)OC)C1=CC=CC=C1C#N